COC(CCC(NC(=O)N1CCC(CC1)=CC1=CC(=CC=C1)OC1=NC=C(C=C1)C(F)(F)F)=O)=O.OC=1C(OC2=CC=CC=C2C1)=O hydroxyl-coumarine Methyl-4-oxo-4-(4-(3-((5-(trifluoromethyl)pyridin-2-yl)oxy)benzylidene)piperidine-1-carboxamido)butanoate